NC=1C(=C(C=CC1)C1=CN(C=2N=CN=C(C21)N)C2CCN(CC2)C)F 5-(3-amino-2-fluoro-phenyl)-7-(1-methyl-piperidin-4-yl)-7H-pyrrolo[2,3-d]pyrimidin-4-ylamine